CN(C(C)=O)C[C@@H]1OC1 (S)-N-Methyl-N-oxiranylmethylacetamide